3-[(1R)-1-[3,6-Dimethyl-4-oxo-2-(2-pyridyl)chromen-8-yl]ethoxy]pyridine-2-sulfonamide CC1=C(OC2=C(C=C(C=C2C1=O)C)[C@@H](C)OC=1C(=NC=CC1)S(=O)(=O)N)C1=NC=CC=C1